C12CCCC(CC1)N2CCC2CCN(CC2)C2=C(C(=NC(=N2)SC2=CC=C(C=C2)S(=O)(=O)CC2=CC=CC=C2)NC2=NNC(=C2)C)OC 6-(4-(2-(8-azabicyclo[3.2.1]octan-8-yl)ethyl)piperidin-1-yl)-2-((4-(benzylsulfonyl)phenyl)thio)-5-methoxy-N-(5-methyl-1H-pyrazol-3-yl)pyrimidin-4-amine